hexadecynedioic acid C(C#CCCCCCCCCCCCCC(=O)O)(=O)O